tert-butyl 2-(5-(ethylsulfonyl)-6-(2-(trifluoromethyl)pyrazolo[1,5-a]pyrimidin-5-yl)pyridin-3-yl)hydrazine-1-carboxylate C(C)S(=O)(=O)C=1C=C(C=NC1C1=NC=2N(C=C1)N=C(C2)C(F)(F)F)NNC(=O)OC(C)(C)C